FC=1C=C(C=CC1OC)C1=C(C=CC(=N1)C1=NC2=CC=CC=C2C=N1)C 2-[6-(3-fluoro-4-methoxyphenyl)-5-methyl-2-pyridyl]quinazoline